(1R,2S,5S)-3-benzoyl-6,6-dimethyl-3-azabicyclo[3.1.0]hexane-2-carboxylic acid C(C1=CC=CC=C1)(=O)N1[C@@H]([C@H]2C([C@H]2C1)(C)C)C(=O)O